(S)-2-((1H-pyrazolo[3,4-d]pyrimidin-4-yl)amino)-4-((3,3-difluoropropyl)(4-(5,6,7,8-tetrahydro-1,8-naphthyridin-2-yl)butyl)amino)butanoic acid N1N=CC=2C1=NC=NC2N[C@H](C(=O)O)CCN(CCCCC2=NC=1NCCCC1C=C2)CCC(F)F